6-(3-Amino-5-chlorophenoxy)-2'-chloro-N-(6-cyclopropylimidazo[2,1-b][1,3,4]thiadiazol-2-yl)-5'-methoxy-[4,4'-bipyridine]-3-carboxamide NC=1C=C(OC2=CC(=C(C=N2)C(=O)NC2=NN3C(S2)=NC(=C3)C3CC3)C3=CC(=NC=C3OC)Cl)C=C(C1)Cl